CC1=C(C=CC=C1)C=CC(=O)C1NCCC2=CC=C(C=C12)NC1=NC=C(C(=N1)C=1C=NN(C1)C(C)C)C (2-Methylphenylacryloyl)-N-(4-(1-isopropyl-1H-pyrazol-4-yl)5-methylpyrimidin-2-yl)-1,2,3,4-tetrahydroisoquinolin-7-amine